2-hydroxy-5-hydroxymethylbenzene OC1=CC=C(C=C1)CO